ClC1=C2C(=CC3(CCC=4C(=NC(=NC4C3)OC[C@H]3N(CCC3)C)N3C[C@@H](N(CC3)C(C(=C)F)=O)CC#N)C2=CC=C1)C 2-((2S)-4-(4-Chloro-3-methyl-2'-(((S)-1-methylpyrrolidin-2-yl)methoxy)-5',8'-dihydro-6'H-spiro[indene-1,7'-quinazolin]-4'-yl)-1-(2-fluoroacryloyl)piperazin-2-yl)acetonitrile